3,4-diethoxypyrrole C(C)OC1=CNC=C1OCC